C=1CC(=CN2C1C1=CC=CC=C1CN2)C(=O)O 6,7-dihydro-2H-pyrido[2,1-a]phthalazine-3-carboxylic acid